tert-Butyl (3-chloro-1-(6-(trifluoromethyl)pyridin-3-yl)-1H-pyrazol-4-yl)carbamate ClC1=NN(C=C1NC(OC(C)(C)C)=O)C=1C=NC(=CC1)C(F)(F)F